C1(CC1)[C@H]1C[C@H](N(CC1)CC1=C2C=CNC2=C(C=C1C#CC1CC1)C)C1=CC=C(C(=O)O)C=C1 4-((2S,4R)-4-cyclopropyl-1-((5-(cyclopropylethynyl)-7-methyl-1H-indol-4-yl)methyl)piperidine-2-yl)benzoic acid